Potassium Acetate C(C)(=O)[O-].[K+]